(5-methyl-2-[2-oxa-5-azabicyclo[2.2.1]hept-5-yl]-1,3-thiazol-4-yl)methanol CC1=C(N=C(S1)N1C2COC(C1)C2)CO